3-(1-(5-(5-(difluoromethyl)-1-methyl-1H-pyrazol-3-yl)-1,2,4-oxadiazol-3-yl)cyclopropyl)-4-methylbenzaldehyde FC(C1=CC(=NN1C)C1=NC(=NO1)C1(CC1)C=1C=C(C=O)C=CC1C)F